CC=1C(C2=CC(=CC=C2C1)F)=O methyl-6-fluoro-1-indenone